2-Methyl-N-(3-(2-morpholinopropyl)-1,2,4-thiadiazol-5-yl)-5-(3-(trifluoromethyl)phenyl)thiophene-3-carboxamide CC=1SC(=CC1C(=O)NC1=NC(=NS1)CC(C)N1CCOCC1)C1=CC(=CC=C1)C(F)(F)F